O=C1NC=2N(C(=C1)CCC)C(=NN2)SCC=2C=C(C#N)C=CC2 3-{[(7-oxo-5-propyl-7,8-dihydro[1,2,4]triazolo[4,3-a]pyrimidin-3-yl)sulfanyl]methyl}benzonitrile